(E)-3-(2-bromophenyl)-1-(4-(2-(2-phenyl-1H-indol-3-yl)acetyl)piperazin-1-yl)prop-2-en-1-one BrC1=C(C=CC=C1)/C=C/C(=O)N1CCN(CC1)C(CC1=C(NC2=CC=CC=C12)C1=CC=CC=C1)=O